ClC=1C=CC2=C([C@@H](C[C@@H](O2)C(=O)NC23CC(C2)(C3)N3N=CC(=C3)N3C[C@H](CC3)OC(F)(F)F)O)C1 (2R,4R)-6-chloro-4-hydroxy-N-(3-{4-[(3S)-3-(trifluoromethoxy)pyrrolidin-1-yl]-1H-pyrazol-1-yl}bicyclo[1.1.1]pentan-1-yl)-3,4-dihydro-2H-1-benzopyran-2-carboxamide